COC=1C=C2CC(C(C2=C(C1OC)OC)=O)=CC1=C(C(=C(C=C1)OC)OC)OC 5,6,7-trimethoxy-2-(2,3,4-trimethoxybenzylidene)indan-1-one